C(#N)C(C)(C)N1N=C(C(=C1)NC1=NN2C(C(=N1)NC)=C(C=C2)C#N)C 2-((1-(2-Cyanopropan-2-yl)-3-methyl-1H-pyrazol-4-yl)amino)-4-(methylamino)pyrrolo[2,1-f][1,2,4]triazine-5-carbonitrile